4-methoxy-N'-((E)-4-((E)-3-(2-methyl-4-phenylquinolin-3-yl)-3-oxo-prop-1-en-1-yl)benzylidene)benzoyl-hydrazine COC1=CC=C(C(=O)N/N=C/C2=CC=C(C=C2)\C=C\C(=O)C=2C(=NC3=CC=CC=C3C2C2=CC=CC=C2)C)C=C1